(6-Chlorochroman-3-yl)-[6-(3-chloro-1H-pyrazol-4-yl)-1-(2-hydroxy-2-methyl-propyl)pyrrolo[3,2-c]pyridin-3-yl]methanone ClC=1C=C2CC(COC2=CC1)C(=O)C1=CN(C2=C1C=NC(=C2)C=2C(=NNC2)Cl)CC(C)(C)O